(Z)-N-(8-(4-chlorophenyl)-1,3,4-triphenyl-7-oxa-1,2-diazaspiro[4.4]nona-2,8-dien-6-ylidene)-4-methylbenzenesulfonamide ClC1=CC=C(C=C1)C=1O\C(\C2(C(C(=NN2C2=CC=CC=C2)C2=CC=CC=C2)C2=CC=CC=C2)C1)=N/S(=O)(=O)C1=CC=C(C=C1)C